4-((((benzyloxy)carbonyl)amino)methyl)-4-fluoropiperidine-1-carboxylic acid tert-butyl ester C(C)(C)(C)OC(=O)N1CCC(CC1)(F)CNC(=O)OCC1=CC=CC=C1